4-(2-(cyclohexyl(phenyl)amino)-2-oxoethyl)-1-(3-methylpyridin-2-yl)piperidine-4-carboxylic acid C1(CCCCC1)N(C(CC1(CCN(CC1)C1=NC=CC=C1C)C(=O)O)=O)C1=CC=CC=C1